OC1=C(C=NC=C1)NC(C1=CC(=C(C(=C1)OC)C(C)C)OC)=O N-(4-Hydroxypyridin-3-yl)-4-isopropyl-3,5-dimethoxybenzamide